ClC=1C=C2C=C(NC2=CC1C1=NC=C(N=C1)OC)CNC(NC1CC(C1)O)=O 3-(3-{[5-chloro-6-(5-methoxy-2-pyrazinyl)-2-indolyl]methyl}ureido)cyclobutanol